10-nitro-9E-octadecenoic acid CCCCCCCC/C(=C\CCCCCCCC(=O)O)/[N+](=O)[O-]